6-(tert-butoxycarbonylamino)hexan-1-ol C(C)(C)(C)OC(=O)NCCCCCCO